N-(5-Amino-2-bromo-4-nitrophenyl)-N-methylacetamide NC=1C(=CC(=C(C1)N(C(C)=O)C)Br)[N+](=O)[O-]